4,4'-methylenebis(6-tert-butyl-ortho-cresol) C(C=1C=C(C(=C(C1)C(C)(C)C)O)C)C=1C=C(C(=C(C1)C(C)(C)C)O)C